FC(COC=1C(=NC(=NC1C)N(CC1=CC=C(C=C1)OC)CC1=CC=C(C=C1)OC)OC)F [5-(2,2-difluoroethoxy)-4-methoxy-6-methyl-pyrimidin-2-yl]-bis(p-anisyl)amine